C(C)C=1C=C(C=CC1O)C1=CC(=NC=N1)NCCN1C(=CC2=C(C=CC(=C12)F)OC)C#N 1-{2-[6-(3-Ethyl-4-hydroxy-phenyl)-pyrimidin-4-ylamino]-ethyl}-7-fluoro-4-methoxy-1H-indol-2-carbonitril